tert-butyl 7-cyano-3,4-dihydroisoquinoline-2(1H)-carboxylate C(#N)C1=CC=C2CCN(CC2=C1)C(=O)OC(C)(C)C